(E)-N-(4-(1-(4-(4-(7-((2-(2,6-dioxopiperidin-3-yl)-1-oxoisoindolin-4-yl)amino)heptanoyl)piperazin-1-yl)benzoyl)piperidin-4-yl)butyl)-3-(pyridin-3-yl)acrylamide O=C1NC(CCC1N1C(C2=CC=CC(=C2C1)NCCCCCCC(=O)N1CCN(CC1)C1=CC=C(C(=O)N2CCC(CC2)CCCCNC(\C=C\C=2C=NC=CC2)=O)C=C1)=O)=O